C(C)(=O)NC1=CC=C(C=C1)C=1C=NN2C1C=C(C=C2)C(=O)N(C)C2=NC=CC(=C2)OC 3-(4-acetamidophenyl)-N-(4-methoxy-2-pyridyl)-N-methyl-pyrazolo[1,5-a]pyridine-5-carboxamide